O=C1NC(CCC1N1C(C2=CC=CC(=C2C1)N(CCCCNC(CNC)=O)CCCCC)=O)=O N-(4-((2-(2,6-dioxopiperidin-3-yl)-1-oxoisoindolin-4-yl)(pentyl)amino)butyl)-2-(methylamino)acetamide